2-(aminomethyl)-3-methyl-N-(1-(m-tolyl)-1H-indazol-6-yl)butanamide hydrochloride Cl.NCC(C(=O)NC1=CC=C2C=NN(C2=C1)C=1C=C(C=CC1)C)C(C)C